(E)-3-(p-tolyl)acrylic acid C1(=CC=C(C=C1)/C=C/C(=O)O)C